6-chloro-5-methyl-2-(methyl-d3)-4,5-dihydro-2H-[1,2,3]triazolo[4,5-c][1,7]naphthyridine ClC1=NC=CC=2C=3C(CN(C12)C)=NN(N3)C([2H])([2H])[2H]